4-Oxo-6-((1S,2S)-2-(pyrimidin-5-yl)cyclobutyl)-1-((R)-1-(6-(trifluoromethyl)pyridin-3-yl)ethyl)-4,5-dihydro-1H-pyrazolo[3,4-d]pyrimidin-3-carbonitril O=C1C2=C(N=C(N1)[C@@H]1[C@H](CC1)C=1C=NC=NC1)N(N=C2C#N)[C@H](C)C=2C=NC(=CC2)C(F)(F)F